3-((R)-1-methylpyrrolidin-2-yl)prop-2-en-1-one CN1[C@H](CCC1)C=CC=O